Di-tert-butyl ((4-(bromomethyl)phenyl)methyl)phosphonate BrCC1=CC=C(C=C1)CP(OC(C)(C)C)(OC(C)(C)C)=O